N,N-dibenzyl-6-oxo-6,7-dihydro-5H-pyrazolo[5,1-b][1,3]oxazine-3-sulfonamide C(C1=CC=CC=C1)N(S(=O)(=O)C=1C=NN2C1OCC(C2)=O)CC2=CC=CC=C2